(E)-1-(3-Phenylprop-1-en-1-yl)pyridin-2(1H)-one C1(=CC=CC=C1)C/C=C/N1C(C=CC=C1)=O